1-[3-[(2R)-1,1-difluoro-1-phenylpropan-2-yl]-8-(methoxycarbonyl)-3H,6H,7H,8H,9H-imidazo[4,5-h]isoquinolin-2-yl]piperidine-4-carboxylic acid FC([C@@H](C)N1C(=NC2=C1C=CC=1CCN(CC21)C(=O)OC)N2CCC(CC2)C(=O)O)(C2=CC=CC=C2)F